2-(2-isopropylpyridin-3-yl)-9H-pyrido[4',3':4,5]pyrrolo[2,3-d]pyrimidine C(C)(C)C1=NC=CC=C1C=1N=CC2=C(N1)NC1=C2C=CN=C1